ethyl 7-(benzylthio)-5-(4-isobutyrylpiperazin-1-yl)imidazo[1,5-a]pyridine-1-carboxylate C(C1=CC=CC=C1)SC1=CC=2N(C(=C1)N1CCN(CC1)C(C(C)C)=O)C=NC2C(=O)OCC